C(#N)C=1C=C(C=CC1OC(C)C)C1=CN(C2=NC=CC(=C21)OC2=C(C=C(C=C2F)NC(OC2=CC=CC=C2)=O)F)COCC[Si](C)(C)C phenyl {4-[(3-{3-cyano-4-[(propan-2-yl)oxy]phenyl}-1-{[2-(trimethylsilyl)ethoxy]methyl}-1H-pyrrolo[2,3-b]pyridin-4-yl)oxy]-3,5-difluorophenyl}carbamate